C(CCC)[SiH](C)C butyl-dimethyl-silane